Cl.C(C1=CC=CC=C1)OC[C@H](N)C(=O)O O-benzyl-L-serine hydrochloride